O1C(=CC=C1)C(=O)N1N=C(C(=C1SCC1=CC=C(C=C1)CN)C)C1NCCNC1C [4-({[1-(furan-2-carbonyl)-4-methyl-3-(3-methylpiperazin-2-yl)-1H-pyrazol-5-yl]sulfanyl}methyl)phenyl]methanamine